N1CC(C=CC1)O 1,2,3,6-tetrahydro-pyridin-3-ol